1,2,3-propanetricarboxylic acid tris(2-n-butylcyclohexylamide) C(CCC)C1C(CCCC1)NC(=O)CC(CC(=O)NC1C(CCCC1)CCCC)C(=O)NC1C(CCCC1)CCCC